(1R,5S)-5-(4-(6-((4-cyano-2-fluorobenzyl)oxy)pyridin-2-yl)piperidin-1-yl)-1-methyl-1,2,4,5-tetrahydrobenzo[4,5]imidazo[1,2-d][1,4]oxazepine-9-carboxylic acid C(#N)C1=CC(=C(COC2=CC=CC(=N2)C2CCN(CC2)[C@H]2C=3N([C@@H](COC2)C)C2=C(N3)C=CC(=C2)C(=O)O)C=C1)F